2-(2,6-dioxopiperidin-3-yl)-5-(((1-(piperidin-4-ylmethyl)piperidin-4-yl)methyl)amino)isoindoline-1,3-dione hydrochloride Cl.O=C1NC(CCC1N1C(C2=CC=C(C=C2C1=O)NCC1CCN(CC1)CC1CCNCC1)=O)=O